CN(CCCCCC[N+](C)(C)C)C 6-(dimethylamino)-N,N,N-trimethylhexylammonium